tert-butyl (5-(2-(1-(2-hydroxy ethyl)-1H-pyrazol-4-yl)pyrazolo[5,1-b]thiazole-7-carboxamido)-6-methylpyridin-3-yl)carbamate OCCN1N=CC(=C1)C1=CN2C(S1)=C(C=N2)C(=O)NC=2C=C(C=NC2C)NC(OC(C)(C)C)=O